iodon-heptane ICCCCCCC